BrC1=CC=C(S1)[C@H]1N([C@@H](CC2=C1NC1=CC=CC=C21)C)CC(F)(F)F (1S,3R)-1-(5-bromothiophen-2-yl)-3-methyl-2-(2,2,2-trifluoroethyl)-2,3,4,9-tetrahydro-1H-pyrido[3,4-b]indole